[N+](=O)([O-])C1=CC=C(C=C1)N(C(O)=O)[C@H](C)C1=CC(=CC=C1)OC([2H])([2H])[2H].C1(=CC=CC2=CC=CC=C12)CN1CC=CC2=CC=CC=C12 N-(1-naphthylmethyl)quinoline 4-nitrophenyl-(R)-(1-(3-(methoxy-d3)phenyl)ethyl)carbamate